CC1=C(C=NC=2OCCNC21)N2CC=1N=C(N=CC1CC2)NC2=CC(=CC=C2)CNC 7-{8-methyl-1H,2H,3H-pyrido[2,3-b][1,4]oxazin-7-yl}-N-{3-[(methylamino)methyl]phenyl}-5H,6H,7H,8H-pyrido[3,4-d]pyrimidin-2-amine